C1(CC1)CNC1=C(C=C(C=C1)S(=O)(=O)CC)C1=CN(C(C=2N1C=NC2)=O)C 5-[2-(cyclopropylmethylamino)-5-ethylsulfonylphenyl]-7-methylimidazo[1,5-a]pyrazin-8-one